S(OC1=C(C=CC(=C1)N)Br)(=O)(=O)F 5-amino-2-bromophenyl sulfurofluoridate